rac-(3R,4R)-1-cyclohexyl-4-{[5-(2,6-difluoro-phenyl)-isoxazole-3-carbonyl]-amino}-piperidine-3-carboxylic acid dimethylamide CN(C(=O)[C@@H]1CN(CC[C@H]1NC(=O)C1=NOC(=C1)C1=C(C=CC=C1F)F)C1CCCCC1)C |r|